C(C)(=O)C1=CC(=C(C=C1)NC(=O)N1CCC(CC1)NC1=NC(=NC=C1F)NC=1C=C2C=NC(C2=CC1)=O)F N-(4-acetyl-2-fluorophenyl)-4-({5-fluoro-2-[(1-oxoisoindol-5-yl)amino]pyrimidin-4-yl}amino)piperidine-1-carboxamide